phenyl-carbon C1(=CC=CC=C1)[C]